C(C)C(CN1C(C2=CN(C(C2=C1C=1SC(=CC1)C1=CC=CC=C1)=O)CC(CCCC)CC)=O)CCCC 2,5-bis(2-ethylhexyl)-3-(5-phenylthiophen-2-yl)-2,5-dihydropyrrolo[3,4-c]pyrrole-1,4-dione